ClC1=CC=C(C=C1)C=1N=C(NC1)C1=CC=C(C=C1)OC 4-(4-chlorophenyl)-2-(4-methoxyphenyl)-1H-imidazole